barium zirconium cesium yttrium yttrium oxide [O-2].[Y+3].[Y+3].[Cs+].[Zr+4].[Ba+2]